2-(4-(6-((4-cyano-2-fluorobenzyl)oxy)pyridin-2-yl)-2,5-difluorobenzyl)-1-((3R,4R)-4-(methoxymethyl)tetrahydrofuran-3-yl)-1H-benzo[d]imidazole-6-carboxylic acid C(#N)C1=CC(=C(COC2=CC=CC(=N2)C2=CC(=C(CC3=NC4=C(N3[C@H]3COC[C@H]3COC)C=C(C=C4)C(=O)O)C=C2F)F)C=C1)F